1-amino-3-bis-(2-hydroxyethyl)amino-benzene NC1=CC(=CC=C1)N(CCO)CCO